6-amino-2-(butylamino)-9-((6-(2-((2-hydroxyethyl)(methyl)amino)ethoxy)pyridin-3-yl)methyl)-7H-purin-8(9H)-one NC1=C2NC(N(C2=NC(=N1)NCCCC)CC=1C=NC(=CC1)OCCN(C)CCO)=O